C(C1=CC=CC=C1)(=O)OC(C(C(=O)C1=CC=C(C=C1)SC1=CC=CC=C1)=N)C Benzoyloxy-1-(4-phenylsulfanylphenyl)butane-1-on-2-imine